(6-pyrrolidin-1-yl-3-pyridyl)boronic acid N1(CCCC1)C1=CC=C(C=N1)B(O)O